C(C)(C)(C)OC(C1=C(C=C(C=C1)F)OC=1C=C2C(=NC1)NC=C2)=O 2-((1H-pyrrolo[2,3-b]pyridine-5-yl)oxy)-4-fluorobenzoic acid tert-butyl ester